4-[4-(1,3-benzothiazol-2-ylmethyl)piperazin-1-yl]-6-cyclopropyl-pyridine-3-carbonitrile S1C(=NC2=C1C=CC=C2)CN2CCN(CC2)C2=C(C=NC(=C2)C2CC2)C#N